C-cis-racemic-(3S,4S)-3-fluoro-N-[(4-methoxyphenyl)methyl]-2,2,6,6-tetramethyl-piperidin-4-amine F[C@@H]1C(NC(C[C@@H]1NCC1=CC=C(C=C1)OC)(C)C)(C)C |r|